C(C)(C)(C)OC(N[C@@H]1CN(CCC1)C1=CC(=C(C=C1)C(NC1=CC=C(C=C1)OC)=O)N)=O (S)-(1-(3-amino-4-((4-methoxyphenyl)carbamoyl)phenyl)piperidin-3-yl)carbamic acid tert-butyl ester